C(C)(C)(C)C1=NSC(=C1)NC(CC1=CC=C(C=C1)N1C=NC2=C1C=CC(=C2)C=2C=NN(C2)C)=O N-(3-(tert-butyl)isothiazol-5-yl)-2-(4-(5-(1-methyl-1H-pyrazol-4-yl)-1H-benzo[d]imidazol-1-yl)phenyl)acetamide